ClC=1C(=C(CNC(=O)C2=CC(=CC=3NC(=NC32)COC)NC(=O)C3=C(C=CC=C3)C(F)(F)F)C=CC1)C N-(3-chloro-2-methylbenzyl)-2-(methoxymethyl)-6-({[2-(trifluoromethyl)phenyl]carbonyl}amino)-1H-benzoimidazole-4-carboxamide